2-(4-cyclopropyl-6-methoxypyrimidin-5-yl)-9-(4-(1-isopropyl-4-(trifluoromethyl)-1H-imidazol-2-yl)benzyl)-8-(1-methyl-1H-pyrazol-3-yl)-9H-purine C1(CC1)C1=NC=NC(=C1C1=NC=C2N=C(N(C2=N1)CC1=CC=C(C=C1)C=1N(C=C(N1)C(F)(F)F)C(C)C)C1=NN(C=C1)C)OC